2-[1-[2-(5-chloro-2-pyridyl)-5-(methylsulfonylmethyl)-1,2,4-triazol-3-yl]ethyl]isoindoline-1,3-dione ClC=1C=CC(=NC1)N1N=C(N=C1C(C)N1C(C2=CC=CC=C2C1=O)=O)CS(=O)(=O)C